[K+].[K+].C(C([2H])([2H])[2H])(C([2H])([2H])[2H])(C1=CC=C(C=C1)S(=O)(=O)NC(C(OC1=C(C=C(C=C1)C(=O)[O-])CCC)C1=CC2=C(C=C1)OCO2)=O)[2H].C(C([2H])([2H])[2H])(C([2H])([2H])[2H])([2H])C2=CC=C(C=C2)S(=O)(=O)NC(C(OC2=C(C=C(C=C2)C(=O)[O-])CCC)C2=CC1=C(C=C2)OCO1)=O N-(4-isopropyl-d7-benzene-sulfonyl)-α-(4-carboxy-2-n-propylphenoxy)-3,4-methylenedioxyphenylacetamide dipotassium salt